[I-].C12(CC3CC(CC(C1)C3)C2)N2C=[N+](C=C2)C23CC1CC(CC(C2)C1)C3 1,3-Di(1-adamantyl)imidazolium iodid